C(CC)N(C(=O)C=1N=C(SC1)C=1C=NN(C1)C1=CC(=CC=C1)C(F)(F)F)[C@H]1CNCC1 N-propyl-N-[(3R)-pyrrolidin-3-yl]-2-{1-[3-(trifluoromethyl)phenyl]-1H-pyrazol-4-yl}-1,3-thiazole-4-carboxamide